(R)-1-(2-(((1-acetylpiperidin-4-yl)methyl)amino)-8-(isopropylamino)pyrido[3,4-d]pyrimidin-6-yl)ethyl benzoate C(C1=CC=CC=C1)(=O)O[C@H](C)C1=CC2=C(N=C(N=C2)NCC2CCN(CC2)C(C)=O)C(=N1)NC(C)C